ClC1=C(C=NN1C)S(=O)(=O)N1C(CC(CC1)C=1C(=CC=2N(C1)N=CN2)C)C 6-(1-((5-chloro-1-methyl-1H-pyrazol-4-yl)sulfonyl)-2-methylpiperidin-4-yl)-7-methyl-[1,2,4]triazolo[1,5-a]pyridine